Sodium (2S,5R)-7-oxo-2-(N-(4-(trifluoromethyl) benzoyl) carbamimidoyl)-1,6-diazabicyclo[3.2.1]octan-6-yl sulfate S(=O)(=O)(ON1[C@@H]2CC[C@H](N(C1=O)C2)C(NC(C2=CC=C(C=C2)C(F)(F)F)=O)=N)[O-].[Na+]